1-methyl-N-(1-(4-aminophenyl)cyclobutyl)-5-(trifluoromethyl)-1H-pyrazole-4-carboxamide CN1N=CC(=C1C(F)(F)F)C(=O)NC1(CCC1)C1=CC=C(C=C1)N